3-(1-oxo-5-(2,7-diazaspiro[3.5]non-7-yl)isoindolin-2-yl)piperidine-2,6-dione hydrochloride Cl.O=C1N(CC2=CC(=CC=C12)N1CCC2(CNC2)CC1)C1C(NC(CC1)=O)=O